3-bromo-5-(2-(2-methoxyethoxy)ethoxy)pyridine BrC=1C=NC=C(C1)OCCOCCOC